C(#N)C1(CC=C(C=C1)C1=CC=CC=C1)CCCC 4-cyano-4-n-butyl-biphenyl